N-[1-(2,5-difluorophenyl)ethyl]-2-[(3R)-3-methyl-[1,4'-bipiperidine]-1'-yl]-1,3-thiazole-5-carboxamide FC1=C(C=C(C=C1)F)C(C)NC(=O)C1=CN=C(S1)N1CCC(CC1)N1C[C@@H](CCC1)C